C(C=C)(=O)N1CC2(CCN(C2)C=2C3=C(N(C(N2)=O)C=2C(=NC=CC2C)C(C)C)N=C(C(=C3)C#N)C3=C(C=CC=C3)OC)CC1 4-(7-Acryloyl-2,7-diazaspiro[4.4]nonan-2-yl)-1-(2-isopropyl-4-methylpyridin-3-yl)-7-(2-Methoxyphenyl)-2-oxo-1,2-dihydropyrido[2,3-d]pyrimidine-6-carbonitrile